CC=1SC(=C(N1)C)COC1=CC=CC(=N1)C1=CC(=C(C=C1F)CC=1N(C2=C(N1)C=CC(=C2)C(=O)OC)C[C@H]2OCC2)F Methyl 2-[[4-[6-[(2,4-dimethylthiazol-5-yl)methoxy]-2-pyridyl]-2,5-difluorophenyl]methyl]-3-[[(2S)-oxetan-2-yl]methyl]benzimidazole-5-carboxylate